succinimidyl 3-(2-pyridyldithio)butyrate N1=C(C=CC=C1)SSC(CC(=O)ON1C(CCC1=O)=O)C